[C@@H]1([C@@H](CCC1)O)O (trans)-1,2-cyclopentanediol